C(C)(C)(C)C=1C(=CC(=C(C1)C(CCC)C1=C(C=C(C(=C1)C(C)(C)C)O)C)C)O 1,1-bis(5-tert-butyl-4-hydroxy-2-methylphenyl)butane